FC(C(CC)NC(O[C@H]1C[C@H](CC1)C1=CC(=NN1)NC(CC1=CC(=NO1)C)=O)=O)(F)F (1R,3S)-3-(3-{[(3-methyl-1,2-oxazol-5-yl)acetyl]-amino}-1H-pyrazol-5-yl)-cyclopentyl [(2ξ)-1,1,1-trifluorobutan-2-yl]carbamate